Cl.N[C@H](C(=O)N(C)C(CC1=CC2=C(OCO2)C=C1)C)C (2S)-2-amino-N-[2-(1,3-Benzodioxol-5-yl)-1-methyl-ethyl]-N-methyl-propionamide hydrochloride